bromo-5-(tert-butyl)-2,3-dihydrobenzofuran BrC1OC2=C(C1)C=C(C=C2)C(C)(C)C